C1CCC2=C(C=3CCCC3C=C12)NC(=O)NS(=O)(=N)C=1C=NN2C1OC(C2)C(C)C N-((1,2,3,5,6,7-hexahydro-s-indacen-4-yl)carbamoyl)-2-isopropyl-2,3-dihydropyrazolo[5,1-b]oxazole-7-sulfonimidamide